2-(1-(1-(cis-4-isopropylcyclohexyl) piperidin-4-yl)-3-(pyrrolidin-1-ylmethyl)-1H-pyrrolo[2,3-b]pyridin-2-yl)ethyl sulfamate S(N)(OCCC1=C(C=2C(=NC=CC2)N1C1CCN(CC1)[C@@H]1CC[C@@H](CC1)C(C)C)CN1CCCC1)(=O)=O